OC1=CC=C(C=C1)CCC(CC(CCC1=CC=C(C=C1)O)O)O 1,7-bis(4-hydroxyphenyl)-3,5-heptanediol